ClC=1C=CC(=C(C1)C1=CC(N(C=C1OC)C(C(=O)NC=1C=C2C=NC=NC2=CC1)CC1=CC=CC=C1)=O)C(CC)=O 2-(4-(5-chloro-2-propionylphenyl)-5-methoxy-2-oxopyridin-1(2H)-yl)-3-phenyl-N-(quinazolin-6-yl)propanamide